ClC1=C(C(=O)NC2=NN=NN2C)C=CC(=C1/N=C/N1CCCC1)C(F)(F)F 2-chloro-N-(1-methyltetrazol-5-yl)-3-[(E)-pyrrolidin-1-ylmethyleneamino]-4-(trifluoromethyl)benzamide